C(N)(=O)C1C(C2C=CC1C2)C(=O)O 3-carbamoylbicyclo[2.2.1]hept-5-ene-2-carboxylic acid